C(#N)[C@@H]1C[C@@]2(CN1C([C@H](CC1CC1)N(C(C(=O)NC1=CC=C(C=C1)F)=O)C)=O)C(NC1=C(O2)C=CC=N1)=O N1-((S)-1-((2R,5'S)-5'-cyano-3-oxo-3,4-dihydrospiro[pyrido[3,2-b][1,4]oxazine-2,3'-pyrrolidin]-1'-yl)-3-cyclopropyl-1-oxopropan-2-yl)-N2-(4-fluorophenyl)-N1-methyloxalamide